((3-chloro-2-methylphenyl)amino)-N-(3-methyl-4-(piperazin-1-yl)phenyl)benzamide tert-butyl-6-chloro-(3S,5S)-dihydroxyhexanoate C(C)(C)(C)[C@@H](C(C(=O)O)(O)O)CCCCl.ClC=1C(=C(C=CC1)NC1=C(C(=O)NC2=CC(=C(C=C2)N2CCNCC2)C)C=CC=C1)C